CC1=CC2C(N(C12)C1=CC=CC=C1)=O 6-methyl-2-phenyl-2-azabicyclo[2.2.0]hexane-5-en-3-one